tert.Butanolat C(C)(C)(C)[O-]